FC(C=1C=CC=2N(N1)C(=CN2)C2=CC(=NC=N2)N2CC1(CC1C2)CNS(=O)(=O)C)F N-((3-(6-(6-(Difluoromethyl)imidazo[1,2-b]pyridazin-3-yl)pyrimidin-4-yl)-3-azabicyclo[3.1.0]hexan-1-yl)methyl)methanesulfonamide